C1=CC=C(C=C1)CN(CC2=CC=CC=C2)C=O N,N-dibenzylformamide